C1(CCC1)CN1C[C@@H](N(CC1)CC1=CC=2N(C=C1)N=CC2N2C(NC(CC2)=O)=O)C (S)-1-(5-((4-(cyclobutylmethyl)-2-methylpiperazin-1-yl)methyl)pyrazolo[1,5-a]pyridin-3-yl)dihydropyrimidine-2,4(1H,3H)-dione